FC=1C=CC2=C(CCO2)C1CNC1=NC=C(C=2N1C=NN2)C=2C=1N(C(=CC2)C)C(=CN1)C(=O)N(C)C 8-(5-(((5-fluoro-2,3-dihydrobenzofuran-4-yl)methyl)amino)-[1,2,4]triazolo[4,3-c]pyrimidin-8-yl)-N,N,5-trimethylimidazo[1,2-a]pyridine-3-carboxamide